ClC=1C=C2C=3C=C(C=CC3NC2=CC1)CC(=O)OC methyl 2-(6-chloro-9H-carbazol-3-yl)acetate